FC1COCCC1N1C2=NC(=NC=C2N(C1=O)C)SC (3-fluorotetrahydro-2H-pyran-4-yl)-7-methyl-2-(methylsulfanyl)-7,9-dihydro-8H-purin-8-one